BrC1=CC=C(S1)C1CC(C(O1)=O)=C 5-(5-bromothiophen-2-yl)-3-methylenedihydrofuran-2(3H)-one